C(#N)C1=C(C=C(CN2CC(CC2)NC(OC(C)(C)C)=O)C=C1OC)F tert-butyl (1-(4-cyano-3-fluoro-5-methoxybenzyl)pyrrolidin-3-yl)carbamate